FC1=CC(=C(C=N1)N)[C@@H]1OCCC1 |r| 6-fluoro-4-[(2RS)-tetrahydrofuran-2-yl]pyridin-3-amine